(E)-1-(2-chloro-6-hydroxyphenyl)-3-(3,5,6-trimethylpyrazin-2-yl)-2-propen-1-one ClC1=C(C(=CC=C1)O)C(\C=C\C1=NC(=C(N=C1C)C)C)=O